anilino-6'-(dibutylamino)-3'-methyl-3H-spiro[2-benzofuran-1,9'-xanthen]-3-one N(C1=CC=CC=C1)C1=CC(=CC=2OC3=CC(=CC=C3C3(C12)OC(C1=C3C=CC=C1)=O)N(CCCC)CCCC)C